(2'R,4S,6'S,7S)-2-chloro-2'-cyclopropyl-6'-(1-methyltriazol-4-yl)spiro[4,5-dihydrothieno[2,3-c]pyran-7,4'-piperidine]-4-ol ClC1=CC2=C(S1)[C@@]1(C[C@@H](N[C@@H](C1)C=1N=NN(C1)C)C1CC1)OC[C@H]2O